CNC(=O)C1=C(N=C(S1)NC1=NC(=CC(=N1)N1CCN(CC1)C)N(C)CC1=CC(=C(C(=C1)OC)OC)OC)C 2-[[4-[4-methyl-1-piperazinyl]-6-[[N-[(3,4,5-trimethoxyphenyl)methyl]]-N-(methyl)amino]-2-pyrimidinyl]amino]-4-methyl-5-thiazolecarboxylic acid, methylamide